C(C1=CC=CC=C1)N([C@H]1C[C@@]2(CC[C@]([C@H]1F)(N2)C)C)C |r| rac-(1S,3S,4S,5R)-N-benzyl-4-fluoro-N,1,5-trimethyl-8-azabicyclo[3.2.1]octan-3-amine